P(OCC(CCCC)CC)(OCCCCCCCC)[O-] 2-ethylhexyl octyl phosphite